7-Bromo-3-ethyl-8-methoxy-5-phenyl-3-propyl-2,3,4,5-tetrahydro-1,5-benzothiazepine 1,1-dioxide BrC=1C(=CC2=C(N(CC(CS2(=O)=O)(CCC)CC)C2=CC=CC=C2)C1)OC